COC1=CC=CC=C1C(=O)O The molecule is a methoxybenzoic acid that is the methyl ether of salicylic acid. It has a role as a non-steroidal anti-inflammatory drug and a flavouring agent. It is a conjugate acid of an O-methylsalicylate.